(1S,3S)-3-[8-amino-1-(2-chloro-4-{[4-(trifluoromethyl)pyridin-2-yl]carbamoyl}phenyl)imidazo[1,5-a]pyrazin-3-yl]-1-(1-methylethyl)cyclopentanecarboxylic acid NC=1C=2N(C=CN1)C(=NC2C2=C(C=C(C=C2)C(NC2=NC=CC(=C2)C(F)(F)F)=O)Cl)[C@@H]2C[C@](CC2)(C(=O)O)C(C)C